CN[C@@H](CCCCNC(=O)N)C(=O)O methylhomocitrulline